CC1(CN(C1)C(C(F)(F)F)=O)C1=C(N=C2N1C=CC=C2)C(=O)N [3-methyl-1-(2,2,2-trifluoroacetyl)azetidin-3-yl]imidazo[1,2-a]pyridine-2-carboxamide